Methyl 1-((3,3-difluoro-1-methylcyclobutyl)methyl)-3-(1-fluorocyclopropyl)-4-(trifluoromethyl)-1H-pyrazole-5-carboxylate FC1(CC(C1)(C)CN1N=C(C(=C1C(=O)OC)C(F)(F)F)C1(CC1)F)F